C1(CC(C(CC1)C(C)C)C(C)C)C 2-menthyl-propane